C1(CC1)C1=C(C=C2C=C(N=NC2=C1)C1=C(C=CC=C1)O)C1CN(C1)C(C)=O 1-{3-[7-cyclopropyl-3-(2-hydroxyphenyl)cinnolin-6-yl]azetidin-1-yl}ethanone